4-morpholino-N-(3-(trifluoromethyl)-1H-pyrazol-5-yl)pyrido[3',2':4,5]furo[3,2-d]pyrimidin-2-amine hydrochloride Cl.O1CCN(CC1)C=1C2=C(N=C(N1)NC1=CC(=NN1)C(F)(F)F)C1=C(O2)N=CC=C1